BrC1=C2CNC(C2=CC(=C1)C(CSC)O)=O 4-bromo-6-[1-hydroxy-2-(methylsulfanyl)ethyl]-2,3-dihydroisoindol-1-one